[N+](=O)(O)[O-].N[C@@H](CC(=O)O)C(=O)O Aspartic Acid Nitrate